1-methyl-1H-imidazole-2-carboxaldehyde isonicotinoyl hydrazone C(C1=CC=NC=C1)(=O)NN=CC=1N(C=CN1)C